2-methyl-2-oxazolinium triflate [O-]S(=O)(=O)C(F)(F)F.CC=1OCC[NH+]1